N-[(dimethylamino)-1H-1,2,3-triazolo-[4,5-b]pyridin-1-ylmethylene]-N-methyl-ammonium hexafluorophosphate F[P-](F)(F)(F)(F)F.CN(C)C(=[NH+]C)N1N=NC2=NC=CC=C21